BrC1=C2CCNC2=C(C=C1)N 4-bromo-7-aminoindoline